2-(6-chloro-3-methyl-2,4-dioxo-3,4-dihydro-2H-pyrimidin-1-ylmethyl)-4-fluoro-benzonitrile ClC1=CC(N(C(N1CC1=C(C#N)C=CC(=C1)F)=O)C)=O